3-(3-phenylpropyl)-5-[(2S,4S)-4-phenyl-pyrrolidin-2-yl]-1,2,4-oxadiazole C1(=CC=CC=C1)CCCC1=NOC(=N1)[C@H]1NC[C@@H](C1)C1=CC=CC=C1